tert-Butyl N-[(3R,4R)-1-[3-(2,6-dioxo-3-piperidyl)-1-methyl-indazol-6-yl]-3-methyl-4-piperidyl]-N-methyl-carbamate O=C1NC(CCC1C1=NN(C2=CC(=CC=C12)N1C[C@H]([C@@H](CC1)N(C(OC(C)(C)C)=O)C)C)C)=O